C(C)(C)C1=NC2=CC=CC=C2C(=N1)S 2-isopropyl-quinazoline-4-thiol